C(C)(C)(C)C1=CC=C2C(NS(C3=CC=CC(NC(CC[C@H]4CCN(C2=N1)C4)C4=NC=CC(=C4)C(C)(C)C)=N3)(=O)=O)=O (14S)-8-tert-Butyl-17-(4-tert-butylpyridin-2-yl)-2λ6-thia-3,9,11,18,23-pentaazatetracyclo[17.3.1.111,14.05,10]tetracosa-1(22),5,7,9,19(23),20-hexaene-2,2,4-trione